6-Methoxypyrazolo[1,5-b]pyridazine-3-carboxylic acid COC=1C=CC=2N(N1)N=CC2C(=O)O